(1r,3r)-N-cyclopropyl-3-((4-methoxy-5-(1-methyl-1H-benzo[d][1,2,3]triazol-6-yl)pyrrolo[2,1-f][1,2,4]triazin-2-yl)amino)-1-methylcyclobutane-1-carboxamide C1(CC1)NC(=O)C1(CC(C1)NC1=NN2C(C(=N1)OC)=C(C=C2)C=2C=CC1=C(N(N=N1)C)C2)C